(S)-14-(4-aminophenyl)-7-ethyl-7-hydroxy-10,13-dihydro-11H-[1,3]dioxolo[4,5-g]pyrano[3',4':6,7]indolizino[1,2-b]quinoline-8,11(7H)-dione NC1=CC=C(C=C1)C1=C2C(=NC=3C=C4C(=CC13)OCO4)C4=CC1=C(C(N4C2)=O)COC([C@]1(O)CC)=O